N1(CCC1)C=1C=CC=2C3(C4=CC=C(C=C4OC2C1)N1CCC1)OC(C1=CC=C(C=C13)COCCOCCOCCCCCCCl)=O 3',6'-di(azetidin-1-yl)-6-((2-(2-((6-chlorohexyl)oxy)ethoxy)ethoxy)methyl)-3H-spiro[isobenzofuran-1,9'-xanthen]-3-one